BrC1=NNC(=N1)C 3-bromo-5-methyl-1H-1,2,4-triazole